3-[2-chloro-3-[[ethyl(methyl)sulfamoyl]amino]-6-fluoro-benzoyl]-5-(4-piperazin-1-ylphenyl)-1H-pyrrolo[2,3-b]pyridine ClC1=C(C(=O)C2=CNC3=NC=C(C=C32)C3=CC=C(C=C3)N3CCNCC3)C(=CC=C1NS(N(C)CC)(=O)=O)F